ethyl (2R)-2-[2-[2-bromo-4-fluoro-5-[3-methyl-2,6-dioxo-4-(trifluoromethyl)pyrimidin-1-yl]phenoxy]phenoxy]-2-fluoro-acetate BrC1=C(OC2=C(O[C@@H](C(=O)OCC)F)C=CC=C2)C=C(C(=C1)F)N1C(N(C(=CC1=O)C(F)(F)F)C)=O